FC(CNC(=O)C=1C=NN2C1C=C(C=C2)C2=CNC1=NC=C(C=C12)C=1C(=NC=CC1)C)F N-(2,2-difluoroethyl)-5-(5-(2-methylpyridin-3-yl)-1H-pyrrolo[2,3-b]pyridin-3-yl)pyrazolo[1,5-a]pyridine-3-carboxamide